O[C@H]1CNCC[C@@H]1CNC1=NC=2N(C(=N1)NC1=C(C=CC=C1)C1=C(C(=O)N)C=CC=C1)N=CC2C(C)C (2-((((((3R,4R)-3-hydroxypiperidin-4-yl)methyl)amino)-8-isopropylpyrazolo[1,5-a][1,3,5]triazin-4-yl)Amino)phenyl)benzamide